C(C)OC[C@]1(CN(CC1)C(C)(C)C=1C=NC(=CC1)C)CCC1=CC(=CS1)C#N |o1:4| (R or S)-5-(2-(3-(ethoxymethyl)-1-(2-(6-methylpyridin-3-yl)propan-2-yl)pyrrolidin-3-yl)ethyl)thiophene-3-carbonitrile